1-[3-Fluoro-5-(tridecylmethoxy)-4-pyridinyl]-7-methoxy-3-methyl-8-[3-methyl-(tridecylmethyl-methyl)pyrazol-4-yl]imidazo[4,5-c]quinolin-2-one FC=1C=NC=C(C1N1C(N(C=2C=NC=3C=C(C(=CC3C21)C=2C(=NNC2C(C)CCCCCCCCCCCCC)C)OC)C)=O)OCCCCCCCCCCCCCC